2-cyclohexylsilanol C1C(CCCC1)[SiH2]O